C(C)NC1=NC(=CC=C1)NC1=CC=C2C=CNC2=C1 N2-ethyl-N6-(1H-indol-6-yl)pyridine-2,6-diamine